C(CCCCCCCCCCCCCC)NCCCCCCCCCCCCCCC Di-(n-pentadecyl)amin